N-[(2SR,3RS)-2-{[6-(3,5-difluorophenyl)pyridin-2-yl]methyl}-4,4-difluoro-1-(oxetane-2-carbonyl)pyrrolidin-3-yl]methanesulfonamide FC=1C=C(C=C(C1)F)C1=CC=CC(=N1)C[C@@H]1N(CC([C@@H]1NS(=O)(=O)C)(F)F)C(=O)C1OCC1 |r|